N1(N=CC=C1)C=1N=CC(=NC1)C=1SC2=C(N1)SC(=N2)N 5-[5-(1H-pyrazol-1-yl)pyrazin-2-yl][1,3]thiazolo[5,4-d][1,3]thiazol-2-amine